C(C)(C)(C)OC(CCCCCCCCCCCCCCCCCCC(=O)O)=O 20-(tert-butoxy)-20-oxoarachidic acid